(4-chlorophenyl)-2-(pyridin-3-yl)-6-(4-(o-tolyl)piperazin-1-yl)pyrimidine ClC1=CC=C(C=C1)C1=NC(=NC(=C1)N1CCN(CC1)C1=C(C=CC=C1)C)C=1C=NC=CC1